[Si](C)(C)(C(C)(C)C)O[C@@H]1C[C@H](N(C1)C(=O)OC(C)(C)C)C=1N(C=CN1)CC1=CC(=CC=C1)OCC1=CC=CC=C1 tert-butyl (2S,4R)-4-[tert-butyl(dimethyl)silyl]oxy-2-[1-[(3-phenylmethoxyphenyl)methyl]imidazol-2-yl]pyrrolidine-1-carboxylate